(S)-4-(3,4-dichlorophenyl)-3,4-dihydro-1-naphthalenone ClC=1C=C(C=CC1Cl)[C@@H]1CCC(C2=CC=CC=C12)=O